C(C1=CC=CC=C1)OC([C@](N)(C)C(F)F)=O (R)-alpha-difluoromethyl-alanine benzyl ester